trans-3a-Methyl-hexahydro-pyrrolo[3,4-c]pyrrole-2-carboxylic acid 4-trifluoromethoxy-benzyl ester hydrochloride Cl.FC(OC1=CC=C(COC(=O)N2C[C@H]3CNC[C@@]3(C2)C)C=C1)(F)F